COC(=O)C1(CN(CC1)C(=O)OC(C)(C)C)OC1=NC=CC=C1[N+](=O)[O-] 3-((3-nitropyridin-2-yl)oxy)pyrrolidine-1,3-dicarboxylic acid 1-(tert-butyl) 3-Methyl ester